4-[[2-(4-chlorophenyl)imidazo[1,2-a]pyrazin-3-yl]amino]-N-propan-2-ylbenzamide ClC1=CC=C(C=C1)C=1N=C2N(C=CN=C2)C1NC1=CC=C(C(=O)NC(C)C)C=C1